C(CCCCCC)(N)N Heptandiamine